CCCCCCCC/C=C\CCCCCCCC(=O)O[C@H](COC(=O)CCCCCCC/C=C\C/C=C\CCCCC)COP(=O)(O)OC[C@@H](C(=O)O)N 1-(9Z,12Z-octadecadienoyl)-2-(9Z-octadecenoyl)-glycero-3-phosphoserine